C(C)C(C(=O)O)(CC)NC(C1=NC(=C(C=C1)N1CCCC1)OCC1(COC1)CO)=O 2-ethyl-2-(6-((3-(hydroxymethyl)oxetan-3-yl)methoxy)-5-(pyrrolidin-1-yl)picolinamido)butyric acid